FC1=CC=C(C=C1)C(CC)N1N=CC(=C1)C1=CC=CC(=N1)C1=C(C=2N(C=C1)N=C(N2)N)C 7-(6-(1-(1-(4-fluorophenyl)propyl)-1H-pyrazol-4-yl)pyridin-2-yl)-8-methyl-[1,2,4]-triazolo[1,5-a]pyridin-2-amine